C(C)(=O)OC/C=C(/C=O)\C (E)-4-acetoxy-2-methylbutan-2-enal